N-(3-(difluoromethyl)-1-trityl-1H-pyrazolo[4,3-c]pyridin-6-yl)acetamide FC(C1=NN(C2=C1C=NC(=C2)NC(C)=O)C(C2=CC=CC=C2)(C2=CC=CC=C2)C2=CC=CC=C2)F